C1(CCCC1)S(=O)(=O)C=1C=C(C=CC1)NC(C1=C(N=C(C=C1)N[C@@H]1COCC1)N1CCC2(CC2)CC1)=O (S)-N-(3-(cyclopentylsulfonyl)phenyl)-2-(6-azaspiro[2.5]octan-6-yl)-6-((tetrahydrofuran-3-yl)amino)nicotinamide